3-butyl-7-methoxy-2-(4-methoxybenzyl)-3-methyl-1,1-dioxido-5-phenyl-2,3,4,5-tetrahydro-1,2,5-benzothiadiazepin-8-yl trifluoromethanesulfonate FC(S(=O)(=O)OC1=CC2=C(N(CC(N(S2(=O)=O)CC2=CC=C(C=C2)OC)(C)CCCC)C2=CC=CC=C2)C=C1OC)(F)F